N,N-diethyl-2-(2-(methylthio)phenyl)acetamide C(C)N(C(CC1=C(C=CC=C1)SC)=O)CC